N-(5-(4,4-dimethyl-2,5-dioxo-3-((2-oxo-2,3-dihydro-1H-pyrrolo[2,3-b]pyridin-4-yl)methyl)imidazolidin-1-yl)-2-(trifluoromethoxy)phenyl)-2-morpholinoacetamide CC1(N(C(N(C1=O)C=1C=CC(=C(C1)NC(CN1CCOCC1)=O)OC(F)(F)F)=O)CC1=C2C(=NC=C1)NC(C2)=O)C